3-methyl-4-(2,4,7-trimethyl-1-oxooct-6-en-4-yl)benzonitrile CC=1C=C(C#N)C=CC1C(CC(C=O)C)(CC=C(C)C)C